C(C)(C)(C)C=1C=CC(=NC1)C1CN(C1)C(CC[C@H]1NC(OC1)=O)=O (4R)-4-[3-[3-(5-tert-butyl-2-pyridyl)azetidin-1-yl]-3-oxo-propyl]oxazolidin-2-one